C12CNCC(CC1)C2NC(OC(C)(C)C)=O tert-butyl (exo-3-azabicyclo[3.2.1]octan-8-yl)carbamate